BrC1=C(C=C(C(=C1F)F)OC([2H])([2H])[2H])CC(CC(=O)O)=O 4-(2-bromo-3,4-difluoro-5-(methoxy-d3)phenyl)-3-oxobutanoic acid